(4-bromophenyl)-6-(difluoromethyl)-4-hydroxynicotinonitrile BrC1=CC=C(C=C1)C1=C(C#N)C(=CC(=N1)C(F)F)O